FC(C(C(C(C(C(O)(F)F)(F)F)(F)F)(F)F)(F)F)CCC Undecafluorononanol